N-{8-fluoro-7-methoxy-2-methylimidazo[1,2-a]pyridin-6-yl}-2-methyl-7-(piperazin-1-yl)-1,3-benzoxazole-4-carboxamide FC=1C=2N(C=C(C1OC)NC(=O)C=1C=CC(=C3C1N=C(O3)C)N3CCNCC3)C=C(N2)C